COC1=CC(=C(C=C1)[C@H]2CC3=C(C=C(C=C3)O)OC2)O The molecule is a methoxyisoflavan that is (R)-isoflavan substituted by a methoxy group at position 4' and hydroxy groups at positions 7 and 2' respectively. It has a role as a plant metabolite. It is a member of hydroxyisoflavans and a methoxyisoflavan. It derives from a hydride of a (R)-isoflavan.